NC([C@H](C[C@@H]1C(NCC1)=O)NC(=O)[C@@H]1[C@H]2C([C@H]2CN1C([C@H]1N(CCC1)CC)=O)(C)C)=O (1R,2S,5S)-N-((S)-1-amino-1-oxo-3-((R)-2-oxopyrrolidin-3-yl)propan-2-yl)-3-(ethyl-L-prolyl)-6,6-dimethyl-3-azabicyclo[3.1.0]hexane-2-carboxamide